The molecule is trication of streptomycin arising from protonation of the guanidino and secondary amino groups. It is a conjugate acid of a streptomycin. C[C@H]1[C@@]([C@H]([C@@H](O1)O[C@@H]2[C@H]([C@@H]([C@H]([C@@H]([C@H]2O)O)[NH+]=C(N)N)O)[NH+]=C(N)N)O[C@H]3[C@H]([C@@H]([C@H]([C@@H](O3)CO)O)O)[NH2+]C)(C=O)O